4-chloro-1-[(2,6-difluorophenyl)methyl]Pyrazolo[3,4-d]Pyrimidine-6-amine ClC1=C2C(=NC(=N1)N)N(N=C2)CC2=C(C=CC=C2F)F